4-[2-(2-(isopropoxy)-2-oxo-ethyl)-1H-indol-2-yl]-butyric acid tert-butyl ester C(C)(C)(C)OC(CCCC1(NC2=CC=CC=C2C1)CC(=O)OC(C)C)=O